Cl.C(C)(C)OC(=O)C=1C(=NC=NC1)C1=CN(C2=CC=CC=C12)C 4-(1-methyl-1H-indol-3-yl)pyrimidine-5-carboxylic acid isopropyl ester hydrochloride Salt